NC1=C2C(=NC=N1)N(N=C2C=2NC1=CC(=CC=C1C2Cl)C(=O)N(C)C)C(C)(C)C 2-(4-Amino-1-(tert-butyl)-1H-pyrazolo[3,4-d]pyrimidin-3-yl)-3-chloro-N,N-dimethyl-1H-indole-6-carboxamide